FC(C(=O)O)(F)F.ClC1=C(C=CC(=C1NC=1C(=C2C(N(C=NC2=CC1)C)=O)C)F)NS(=O)(=O)N1CC(C1)C#N N-(2-chloro-3-((3,5-dimethyl-4-oxo-3,4-dihydroquinazolin-6-yl)amino)-4-fluorophenyl)-3-cyanoazetidine-1-sulfonamide Trifluoroacetate